ClC1=C(C(=CC(=C1)Cl)Cl)NN 2,4,6-trichlorophenylhydrazine